2-{6-[(3R)-3-[(cyclopropylmethyl)amino]-3-methylpyrrolidin-1-yl]pyridazin-3-yl}-5-(6-methoxypyrimidin-4-yl)phenol C1(CC1)CN[C@]1(CN(CC1)C1=CC=C(N=N1)C1=C(C=C(C=C1)C1=NC=NC(=C1)OC)O)C